8-ethyl-9-methyltetracyclo[4.4.0.12,5.17,10]-3-dodecene C(C)C1C2C3C4C=CC(C3C(C1C)C2)C4